O1C2=C(OCC1)C=C(C=C2)C2=C1C=CNC1=CC=C2 4-(2,3-dihydrobenzo[b][1,4]dioxin-6-yl)-1H-indole